F[C@@H]1CN(CC[C@@H]1NC1=CC=CC2=C1S(C=C2N2C=CC=C2)=O)C 7-(((3R,4S)-3-fluoro-1-methylpiperidin-4-yl)amino)-1-oxido-3-(1H-pyrrol-1-yl)benzo[b]thiophen